benzyl 3-[3-(2-methoxy-2-oxoethyl)phenyl]-4-methylpiperazine-1-carboxylate COC(CC=1C=C(C=CC1)C1CN(CCN1C)C(=O)OCC1=CC=CC=C1)=O